N-bromoglutarimide BrN1C(CCCC1=O)=O